5-(2-chloro-4-fluorobenzyl)-3-cyclopropyl-8-fluoro-N-[6-(4-isopropyl-4H-1,2,4-triazol-3-yl)pyridin-2-yl]-5,6-dihydro-4H-benzo[f]imidazo[1,5-a][1,4]diazepine-9-carboxamide ClC1=C(CN2CC=3N(C4=C(C2)C=C(C(=C4)C(=O)NC4=NC(=CC=C4)C4=NN=CN4C(C)C)F)C=NC3C3CC3)C=CC(=C1)F